C(C)(CC)N1N=CC=2N=C(N=C(C21)N[C@@H](C=2C=NC1=CC=CC=C1C2)C2CC2)N2CCN(CC2)S(=O)(=O)N 4-{1-sec-butyl-7-[((R)-cyclopropyl-quinolin-3-yl-methyl)-amino]-1H-pyrazolo[4,3-d]pyrimidin-5-yl}-piperazine-1-sulfonic acid amide